C1(=CC=CC=C1)C(C1=CC=CC=C1)N=[N+]=[N-] diphenyl-methyl azide